2-(4,4-Difluoroazepan-1-yl)-6-(difluoromethyl)-N-(2-sulfamoylpyridin-4-yl)nicotinamide FC1(CCN(CCC1)C1=C(C(=O)NC2=CC(=NC=C2)S(N)(=O)=O)C=CC(=N1)C(F)F)F